16Z,19Z-docosapentaenoic acid C(C=CC=CC=CC=CC=CCCCCCCCCCCC)(=O)O